4-((5-methoxy-2-(1-methyl-1H-pyrazol-4-yl)-4-nitrophenoxy)methyl)-1-methylpiperidine COC=1C(=CC(=C(OCC2CCN(CC2)C)C1)C=1C=NN(C1)C)[N+](=O)[O-]